tert-butyl 2-(3-chloro-4-fluorobenzoyl)hydrazine-1-carbamate ClC=1C=C(C(=O)NNNC(=O)OC(C)(C)C)C=CC1F